C1(=CC=CC=C1)N(C(O)=O)C1=CC(=CC(=C1)F)OC(F)F.NC1=C(C=C(C=C1)C(CC1=NC(=NC(=N1)N[C@@H](CO)CC(C)C)NS(=O)(=O)C)C)F N-(4-(2-(4-amino-3-fluorophenyl)propyl)-6-(((R)-1-hydroxy-4-methylpent-2-yl)amino)-1,3,5-triazin-2-yl)methanesulfonamide phenyl-(3-(difluoromethoxy)-5-fluorophenyl)carbamate